N1C=CC2=CC=CC=C12.[Cu] Copper Indole